1-[4-(benzyloxy)-2,6-difluorophenyl]ethan-1-ol C(C1=CC=CC=C1)OC1=CC(=C(C(=C1)F)C(C)O)F